C(C)(=O)OCC(C(CC=1C(=NC(=C(C1)OCCCOC)Cl)I)N1C=C(C(C=C1)=O)C(=O)OCC)(C)C ethyl 1-(4-acetoxy-1-(6-chloro-2-iodo-5-(3-methoxypropoxy) pyridin-3-yl)-3,3-dimethylbut-2-yl)-4-oxo-1,4-dihydropyridine-3-carboxylate